C1C[C@H](N(C1)C(=O)[C@H](CS)N)C(=O)O The molecule is a dipeptide composed of L-cysteine and L-proline joined by a peptide linkage. It has a role as a metabolite. It derives from a L-cysteine and a L-proline.